4-(5-(3,5-dichlorophenyl)-5-(trifluoromethyl)-4,5-dihydroisoxazol-3-yl)-2-methylbenzaldehyde ClC=1C=C(C=C(C1)Cl)C1(CC(=NO1)C1=CC(=C(C=O)C=C1)C)C(F)(F)F